O=C1N2C(=NN1C13CC(C1)(C3)C#N)CC[C@H]2C2=CC=C(C=C2)C (S)-3-(3-oxo-5-(p-tolyl)-6,7-dihydro-3H-pyrrolo[2,1-c][1,2,4]triazol-2(5H)-yl)bicyclo[1.1.1]pentane-1-carbonitrile